(dimethylamino)-N-methyl-N-(2-oxo-2-(4-(5-(trifluoromethyl)-1,2,4-oxadiazol-3-yl)phenyl)ethyl)benzenesulfonamide CN(C)C1=C(C=CC=C1)S(=O)(=O)N(CC(C1=CC=C(C=C1)C1=NOC(=N1)C(F)(F)F)=O)C